BrC=1C=NC(=NC1)N[C@H](C(=O)O)CCN(CCCCC1=NC=2NCCCC2C=C1)CCOCC(F)F (S)-2-((5-bromopyrimidin-2-yl)amino)-4-((2-(2,2-difluoroethoxy)ethyl)(4-(5,6,7,8-tetrahydro-1,8-naphthyridin-2-yl)butyl)amino)butanoic acid